1-((2R,3R)-3-(4-amino-7-methyl-5-(4-((6-methylpyridin-2-yl)oxy)phenyl)-7H-pyrrolo[2,3-d]pyrimidin-6-yl)-2-methylpyrrolidin-1-yl)prop-2-en-1-one NC=1C2=C(N=CN1)N(C(=C2C2=CC=C(C=C2)OC2=NC(=CC=C2)C)[C@H]2[C@H](N(CC2)C(C=C)=O)C)C